CN1C(CC(CC1)NC1=CC=C(C=C1)N1CCC(CC1)C(F)(F)F)=O 1-Methyl-4-((4-(4-(trifluoromethyl)piperidin-1-yl)phenyl)amino)piperidin-2-one